methyl 2-(2-{[5-(2-amino-1,3-benzodiazol-1-yl) pentyl] oxy} pyrazolo[1,5-a]pyridin-3-yl)-6-chloropyridine-4-carboxylate NC1=NC2=C(N1CCCCCOC1=NN3C(C=CC=C3)=C1C1=NC(=CC(=C1)C(=O)OC)Cl)C=CC=C2